CO[C@H]1[C@@H]([C@H]([C@@H]([C@H](O1)CO)O[C@H]2[C@@H]([C@H]([C@H]([C@H](O2)CO)O)O)O)O)O The molecule is a methyl glycoside comprising methyl beta-D-glucoside having an beta-D-galactosyl residue at the 4-position. It is a methyl glycoside and a disaccharide derivative. It derives from a beta-lactose.